C(C)OC(=O)C1C(N(C2=C(S1)C=CC=C2)CC(=O)NC2CCCCC2)=O 4-(2-(cyclohexylamino)-2-oxoethyl)-3-oxo-3,4-dihydro-2H-benzo[b][1,4]thiazine-2-carboxylic acid ethyl ester